C(CCC)OC=CC propenyl butyl ether